CC(C)(C(C(C(C)(C)C)(O)C)(O)C)C 2,2,3,4,5,5-hexamethyl-3,4-hexanediol